3-(2-(3-Bromophenyl)-3-oxoindolin-2-yl)-1-methyl-1H-pyrrole-2,5-dione BrC=1C=C(C=CC1)C1(NC2=CC=CC=C2C1=O)C=1C(N(C(C1)=O)C)=O